C(CCCCCCCCC)OC=1C=C(C(=O)OC)C=C(C1)OCCCCCCCCCCC Methyl 3-(decyloxy)-5-(undecyloxy)benzoate